ClC1=C(C(=O)OC)C(=CC(=C1)N1C=NC(=C1)C1=CC=CC=C1)Cl methyl 2,6-dichloro-4-(4-phenyl-1H-imidazol-1-yl)benzoate